COCC(N)C1=CC(=CC=C1)[N+](=O)[O-] 2-methoxy-1-(3-nitrophenyl)ethan-1-amine